C(#N)C1=C(C=C(C=C1)CCC(=O)O)OC 3-(4-cyano-3-methoxyphenyl)propionic acid